N-(morpholin-4-thiocarbonyl)benzamide N1(CCOCC1)C(=S)NC(C1=CC=CC=C1)=O